Cl.NC1(CCN(CC1)C1=C(C=C(C=C1)NC1C(NC(CC1)=O)=O)F)CC(=O)O 2-[4-amino-1-[4-[(2,6-dioxo-3-piperidyl)amino]-2-fluoro-phenyl]-4-piperidyl]acetic acid hydrochloride